C(C)[SiH2]C(C1=CC=CC=C1)O ethyl-(hydroxybenzyl)silane